C1=CC=C(C=2C3=CC=CC=C3C12)C1=CC(=CC=C1C#N)C#N 4-biphenyleneterephthalonitrile